CC(C)[C@@H](C)CC[C@@H](C)[C@H]1CC[C@H]2C=3CCC4CCCC[C@]4(C)C3CC[C@]12C Ergosta-8-en